2,4-dinitrofluorobenzyl alcohol [N+](=O)([O-])C1=C(C(F)O)C=CC(=C1)[N+](=O)[O-]